3-Chloro-N-(4-(trifluoromethyl)phenyl)butanamide ClC(CC(=O)NC1=CC=C(C=C1)C(F)(F)F)C